(S)-5-Chloro-N-(3-(1-((4-methyl-4H-1,2,4-triazol-3-yl)thio)ethyl)phenyl)-4-(trifluoromethyl)picolinamide ClC=1C(=CC(=NC1)C(=O)NC1=CC(=CC=C1)[C@H](C)SC1=NN=CN1C)C(F)(F)F